sodium N-pent-3-ylsulfonamide CCC(CC)NS(=O)=O.[Na]